(1R,2S,3R,5R)-3-(5-(1-(methylsulfonyl)-1H-pyrazol-3-yl)-7H-pyrrolo[2,3-d]pyrimidin-7-yl)-5-(((3-(phenethylamino)propyl)amino)methyl)cyclopentane-1,2-diol CS(=O)(=O)N1N=C(C=C1)C1=CN(C=2N=CN=CC21)[C@H]2[C@@H]([C@@H]([C@H](C2)CNCCCNCCC2=CC=CC=C2)O)O